C1(CC1)C(=O)N1CCC2=C(CC1)C=C1C(=C2)NC(=N1)C1=C(C2=C(NC1=O)C=CS2)NC2CCC(CC2)O 6-(7-(cyclopropanecarbonyl)-1,5,6,7,8,9-hexahydroimidazo[4',5':4,5]benzo[1,2-d]azepin-2-yl)-7-(((1s,4s)-4-hydroxycyclohexyl)amino)thieno[3,2-b]pyridin-5(4H)-one